3-((3-(N-cyclopropylmethylaminosulfonyl)-7-(2,4-dimethoxypyrimidin-5-yl)-5-fluoroquinolin-4-yl)amino)-5-(3,5-difluorophenoxy)benzoic acid C1(CC1)CNS(=O)(=O)C=1C=NC2=CC(=CC(=C2C1NC=1C=C(C(=O)O)C=C(C1)OC1=CC(=CC(=C1)F)F)F)C=1C(=NC(=NC1)OC)OC